C(CCC)S 1-butylmercaptan